ClC=1N=CC=C2C=NN(B(C12)O)C1=CC(=CC=C1)SC 8-chloro-2-[m-(methylthio)phenyl]-1,2-dihydro-2,3,7-triaza-1-bora-1-naphthol